9-hydroxy-3-(trifluoromethyl)-6,6a,7,8,9,10-hexahydrodipyrido[3,2-b:1',2'-d][1,4]oxazin OC1CCC2N(C3=C(OC2)C=C(C=N3)C(F)(F)F)C1